C(C)(C)(C)OCCN(CC[C@@H](C(=O)O)NC(=O)C1(CC1)C1=C(C=NN1C)Cl)CCCCC1=NC=2NCCCC2C=C1 (S)-4-((2-(tert-butoxy)ethyl)(4-(5,6,7,8-tetrahydro-1,8-naphthyridin-2-yl)butyl)amino)-2-(1-(4-chloro-1-methyl-1H-pyrazol-5-yl)cyclopropane-1-carboxamido)butanoic acid